nonadecyl hydroxybenzoate OC1=C(C(=O)OCCCCCCCCCCCCCCCCCCC)C=CC=C1